5-(1-Methylpiperidin-4-yl)-N-phenethyl-1H-benzo[d]imidazole-1-carboxamide CN1CCC(CC1)C1=CC2=C(N(C=N2)C(=O)NCCC2=CC=CC=C2)C=C1